NCCN1CC(CC1)O 1-(2-aminoethyl)pyrrolidin-3-ol